C1(CCCCC1)NC(OCC=1C=C2C=C(C(=NC2=CC1)C)N1C(NC(CC1)=O)=O)=O (3-(2,4-Dioxotetrahydropyrimidin-1(2H)-yl)-2-methylquinolin-6-yl)methyl cyclohexylcarbamate